C(C)(C)(C)OC(=O)N(C1=NC=2C=C3C(=CC2C2=C1C=NN2C)C(N(C3=O)C)C(=O)O)C(=O)OC(C)(C)C 4-(bis(t-butoxycarbonyl)amino)-1,8-dimethyl-7-oxo-1,7,8,9-tetrahydro-pyrazolo[4,3-c]pyrrolo[3,4-g]quinoline-9-carboxylic acid